N=1C=CN2C1C=CC(=C2)C2=CNC=1N=C(N=CC12)NC=1C=NC(=CC1)N1CCN(CC1)C 5-(imidazo[1,2-a]pyridin-6-yl)-N-(6-(4-methylpiperazin-1-yl)pyridin-3-yl)-7H-pyrrolo[2,3-d]pyrimidin-2-amine